(4-chlorobenzyl)-3-(4-(1-cyanopiperidin-4-yl)butyl)urea ClC1=CC=C(CNC(=O)NCCCCC2CCN(CC2)C#N)C=C1